tris(2-propylheptyl)cyclohexane tert-butyl-6-(5-chloro-2-fluorophenyl)-8-{5-[3-(4-methyl-3-oxopiperazin-1-yl)propanamido]pyridin-3-yl}-2H,3H,4H-pyrido[3,2-b][1,4]oxazine-4-carboxylate C(C)(C)(C)OC(=O)N1C2=C(OCC1)C(=CC(=N2)C2=C(C=CC(=C2)Cl)F)C=2C=NC=C(C2)NC(CCN2CC(N(CC2)C)=O)=O.C(CC)C(CC2C(CCCC2)(CC(CCCCC)CCC)CC(CCCCC)CCC)CCCCC